2,2,3,3-Tetrafluoro-1,4-benzodioxin FC1(C(OC2=C(O1)C=CC=C2)(F)F)F